2-{[(3R)-3-{3-[(4-chloro-2-fluorophenoxy)methyl]-4-fluorophenyl}pyrrolidin-1-yl]methyl}-1-{[(2S)-oxetan-2-yl]methyl}-1H-1,3-benzodiazole-6-carboxylic acid ClC1=CC(=C(OCC=2C=C(C=CC2F)[C@@H]2CN(CC2)CC2=NC3=C(N2C[C@H]2OCC2)C=C(C=C3)C(=O)O)C=C1)F